[SiH]1=CC=CC=C1 Siline